CN(C=1C(C(C1N[C@H]1CCCN2C(COC=3C=CC=C(C3C3CCC(OC[C@@H]12)CC3)F)=O)=O)=O)C |o1:7,27| Rel-3-(dimethylamino)-4-{[(1s,15S,16R,19s)-3-fluoro-10-oxo-8,18-dioxa-11-azatetracyclo[17.2.2.02,7.011,16]tricosa-2(7),3,5-trien-15-yl]amino}cyclobut-3-ene-1,2-dione